4-(((benzyloxy)carbonyl)amino)pyrrolidine-1,2-dicarboxylate C(C1=CC=CC=C1)OC(=O)NC1CC(N(C1)C(=O)[O-])C(=O)[O-]